ethyl 6-chloro-5-fluoro-1H-indole-2-carboxylate ClC1=C(C=C2C=C(NC2=C1)C(=O)OCC)F